C(C)(=O)OC[C@H](N)C(=O)O O-ACETYL-SERINE